3,5,7-Trimethylnonylacetat CC(CCOC(C)=O)CC(CC(CC)C)C